O1CCN(CCC1)C(=O)C1=CC=C(C=C1)NC(=O)C=1C(=NC2=CC=C(C=C2C1)OC)C N-(4-(1,4-oxazepane-4-carbonyl)phenyl)-6-methoxy-2-methylquinoline-3-carboxamide